4-[4-chloro-6-(trifluoromethyl)pyridin-3-yl]-5-(2,2-dimethylpropyl)pyrrolidine-2-carboxylate ClC1=C(C=NC(=C1)C(F)(F)F)C1CC(NC1CC(C)(C)C)C(=O)[O-]